(R)-5-(bicyclo[1.1.1]pentan-1-yl)-7-bromo-8-methoxy-3-(2-methoxyethyl)-2,3,4,5-tetrahydrobenzo[f][1,2,5]thiadiazepine 1,1-dioxide C12(CC(C1)C2)N2C[C@H](NS(C1=C2C=C(C(=C1)OC)Br)(=O)=O)CCOC